NC1=CC=C(C=C1)CCCC(=O)O 3-(4-aminophenyl)-1-carboxypropane